3-(allyloxy)aniline C(C=C)OC=1C=C(N)C=CC1